5-chloro-2-fluoro-4-(6-morpholinopyridin-3-yl)aniline ClC=1C(=CC(=C(N)C1)F)C=1C=NC(=CC1)N1CCOCC1